5-amino-N-(isoxazol-3-yl)-1H-pyrazole-4-carboxamide NC1=C(C=NN1)C(=O)NC1=NOC=C1